CC1(OCC[C@@H](C1)C=1C=C2C=C(N(C2=CC1)C1(C2COCC12)C1=NOC(N1)=O)C(=O)N(C1=CC=CC=C1)C)C 5-((S)-2,2-dimethyltetrahydro-2H-pyran-4-yl)-N-methyl-1-(6-(5-oxo-4,5-dihydro-1,2,4-oxadiazol-3-yl)-3-oxabicyclo[3.1.0]hexan-6-yl)-N-phenyl-1H-indole-2-carboxamide